C1(CC1)C1=C(C(=NO1)C1=C(C=NC=C1Cl)Cl)/C=C/C12COC(CC1)(CC2)COC=2C=C1C(=CC=NC1=CC2)OC(C)C (E)-6-((4-(2-(5-Cyclopropyl-3-(3,5-dichloropyridin-4-yl)isoxazol-4-yl)vinyl)-2-oxabicyclo[2.2.2]octan-1-yl)methoxy)-4-isopropoxychinolin